pyridinium palladium dichloride [Pd](Cl)Cl.[NH+]1=CC=CC=C1